C(C1=CC=CC=C1)OC1=C2C=C(N(C2=CC=C1)C1=CC(=C(C=C1)C)F)C(CO)(C)C 2-(4-(Benzyloxy)-1-(3-fluoro-4-methylphenyl)-1H-indol-2-yl)-2-methylpropan-1-ol